NC1=C(C=C(N=N1)C1=C(C=CC=C1)O)N1CC2CCC(C1)N2C2=CC(=NC=C2)C#CCN2CC=1N(CC2)C=CC1 2-[6-amino-5-[8-[2-[3-(3,4-dihydro-1H-pyrrolo[1,2-a]pyrazin-2-yl)prop-1-ynyl]-4-pyridyl]-3,8-diazabicyclo[3.2.1]octan-3-yl]pyridazin-3-yl]phenol